2-((5-methoxypyrimidin-4-yl)oxy)-1-(4-(4-(5-(2,4,6-trichlorophenyl)-4,5-dihydroisoxazol-3-yl)thiazol-2-yl)piperidin-1-yl)ethan-1-one COC=1C(=NC=NC1)OCC(=O)N1CCC(CC1)C=1SC=C(N1)C1=NOC(C1)C1=C(C=C(C=C1Cl)Cl)Cl